C(C(O)C1=CC=CC=C1)(=O)O.N[C@@H]1CN(C[C@@H]([C@H]1O)C)C1=C2C(=NC=C1NC(=O)C1=NC(=C(C=C1)F)C1=C(C=CC=C1F)F)[C@@H](CC2)O N-{(R)-4-[(3R,4R,5S)-3-amino-4-hydroxy-5-methylpiperidin-1-yl]-7-hydroxy-6,7-dihydro-5H-cyclopenta[b]pyridin-3-yl}-6-(2,6-difluorophenyl)-5-fluoropyridinecarboxamide mandelate